C(C)(C)(C)OC(=O)N(CCOC=1C=CC(=C(C(=O)NC2(CN(C2)C(=O)OC(C)(C)C)C2=CC=CC3=CC=CC=C23)C1)C)C tert-butyl 3-(5-(2-((tert-butoxycarbonyl)(methyl)amino)ethoxy)-2-methylbenzamido)-3-(naphthalen-1-yl)azetidine-1-carboxylate